2-[(2-methyl-3,4-dihydro-1H-isoquinolin-6-yl)amino]-4-[[6-(2-oxopyrrolidin-1-yl)-2-pyridyl]amino]pyrimidine-5-carbonitrile CN1CC2=CC=C(C=C2CC1)NC1=NC=C(C(=N1)NC1=NC(=CC=C1)N1C(CCC1)=O)C#N